N-ethyl-5-fluoro-2-((5-(2-((R)-6-(((S)-2-hydroxy-3-methoxypropyl)(methyl)amino)-2-methylhexan-3-yl)-2,6-diazaspiro[3.4]octan-6-yl)-1,2,4-triazin-6-yl)oxy)-N-isopropylbenzamide formate C(=O)O.C(C)N(C(C1=C(C=CC(=C1)F)OC1=C(N=CN=N1)N1CC2(CN(C2)[C@@H](C(C)C)CCCN(C)C[C@@H](COC)O)CC1)=O)C(C)C